9-(3-pyrimidin-5-yl-1H-pyrrolo[2,3-b]pyridin-4-yl)-1,9-diazaspiro[4.5]decane N1=CN=CC(=C1)C1=CNC2=NC=CC(=C21)N2CCCC1(CCCN1)C2